monochloro-carbonyl-bis(triphenylphosphine) rhodium [Rh].ClP(C(=O)P(C1=CC=CC=C1)(C1=CC=CC=C1)C1=CC=CC=C1)(C1=CC=CC=C1)(C1=CC=CC=C1)C1=CC=CC=C1